OC(CCC1=C(C=CC=C1)O)(C)C 2-(3-hydroxy-3-methylbutyl)phenol